N-cyclopropyl-2-(difluoromethoxy)-6-methoxy-4-[7-(2-piperidylmethoxy)imidazo[1,2-a]pyridin-3-yl]benzamide C1(CC1)NC(C1=C(C=C(C=C1OC)C1=CN=C2N1C=CC(=C2)OCC2NCCCC2)OC(F)F)=O